FC1=NC2=C(C(=CC=C2C(=N1)N1C[C@H]2CC[C@@H](C1)N2C(=O)OC(C)(C)C)C2=CC(=CC1=CC=CC(=C21)C#C[Si](C(C)C)(C(C)C)C(C)C)OCOC)F Tert-butyl (1R,5S)-3-(2,8-difluoro-7-(3-(methoxymethoxy)-8-((triisopropylsilyl)ethynyl)naphthalen-1-yl)quinazolin-4-yl)-3,8-diazabicyclo[3.2.1]octane-8-carboxylate